FC1(CCN(CCC1)C=1C(=NC2=CC=CC=C2N1)C(=O)NC=1C=NNC(C1)=C=O)F 3-(4,4-difluoroazepan-1-yl)-N-(6-carbonyl-1,6-dihydropyridazin-4-yl)quinoxaline-2-carboxamide